C1(=CC=CC=C1)Br phenyl bromide